ethyl 2-[3-[3-(4-chlorophenyl)-4-phenyl-4,5-dihydro-1H-pyrazol-1-yl]-1-[(4-chlorophenyl)methyl]-5-oxo-4,5-dihydro-1H-1,2,4-triazol-4-yl]acetate ClC1=CC=C(C=C1)C1=NN(CC1C1=CC=CC=C1)C1=NN(C(N1CC(=O)OCC)=O)CC1=CC=C(C=C1)Cl